8-chloro-2-((methoxycarbonyl)(4-(trifluoromethoxy)phenyl)carbamoyl)-2,6-dihydro-3H-indeno[1,2-e][1,3,4]oxadiazepine ClC=1C=C2CC=3C(=NN(COC3)C(N(C3=CC=C(C=C3)OC(F)(F)F)C(=O)OC)=O)C2=CC1